4-amino-3-nitro-5-(2-trimethylsilylethynyl)benzoic acid methyl ester COC(C1=CC(=C(C(=C1)C#C[Si](C)(C)C)N)[N+](=O)[O-])=O